1,4,7,10-tetra(aminocarbonylmethyl)-1,4,7,10-tetraazacyclododecane NC(=O)CN1CCN(CCN(CCN(CC1)CC(=O)N)CC(=O)N)CC(=O)N